FC1=C(C=CC=C1F)C1=CC=C(N=N1)CNC(=O)C=1N=NN(C1)C=1C(=NC(=CC1)C)C N-((6-(2,3-difluorophenyl)pyridazin-3-yl)methyl)-1-(2,6-dimethylpyridin-3-yl)-1H-1,2,3-triazole-4-carboxamide